((1R,4R)-4-(difluoromethoxy)cyclohexyl)-8-iodopyrido[4,3-d]pyrimidine-2,5-diamine FC(OC1CCC(CC1)C=1C2=C(N=C(N1)N)C(=CN=C2N)I)F